(6aS,9R)-5-bromo-N,N-diethyl-7-methyl-4,6,6a,7,8,9-hexahydroindolo[4,3-fg]quinoline-9-carboxamide BrC=1NC2=CC=CC=3C4=C[C@H](CN([C@H]4CC1C32)C)C(=O)N(CC)CC